C1(=CC=CC=C1)[Se]C=C(C1=CC=C(C=C1)C)SC#N phenyl-(2-thiocyano-2-(p-tolyl) vinyl) selenoether